4-Bromo-6-methylpyridazin-3-amine BrC1=C(N=NC(=C1)C)N